COC(=O)C1CN(/C(/SC1)=N/C(=O)C1=CN(C2=NC=CC=C21)COCC[Si](C)(C)C)C2=CC=CC=C2.C(C)SCCSCCC2=NC=CC=C2 2-[2-(2-ethylsulfanylethylthio)ethyl]pyridine Methyl-(Z)-3-phenyl-2-((1-((2-(trimethylsilyl)ethoxy)methyl)-1H-pyrrolo[2,3-b]pyridine-3-carbonyl)imino)-1,3-thiazinane-5-carboxylate